COC=1C=CC(=C(C=O)C1)OC[C@@H]1OC1 (R)-5-methoxy-2-(oxiran-2-ylmethoxy)benzaldehyde